[18-Fluoro-32-methyl-20-oxo-14-oxa-8,9,10,21-tetraazahexacyclo[19.5.3.216,19.13,7.06,10.024,28]dotriaconta-1(26),3(32),4,6,8,16,18,24,27,30-decaen-2-yl]acetic acid FC=1C=C2COCCCN3N=NC4=C3C=CC(C(C3=CC=C5CCN(C(C1C=C2)=O)CC5=C3)CC(=O)O)=C4C